C(CCC)[C@@H]1N[C@@H](C2=CC=C(C=C2C1)OC)C12CC(C1)(C2)F (1R,3S)-3-butyl-1-(3-fluorobicyclo[1.1.1]pentan-1-yl)-6-methoxy-1,2,3,4-tetrahydroisoquinoline